FC1(CC(C1)C1=C(C(=NN1C)NC(=O)[C@@H]1C(C1)(C)C)C1=CC=C(C=C1)F)F (S)-N-(5-(3,3-difluorocyclobutyl)-4-(4-fluorophenyl)-1-methyl-1H-pyrazol-3-yl)-2,2-dimethylcyclopropane-1-carboxamide